C(#N)C=1C=C2C(=NC1)C(CC2)C2=C(C(=O)N)C=CC=C2 [3-cyano-5H,6H,7H-cyclopenta[b]pyridin-7-yl]benzamide